CC1=C(C=C(C=C1[N+](=O)[O-])N)N The molecule is a member of the class of amino-nitrotoluenes that is 2,4-diaminotoluene bearing a nitro substituent at position 6. It has a role as a xenobiotic metabolite.